CN([C@@H](C(C)C)C(=O)N[C@@H](CC1=CC=CC=C1)C(=O)N[C@@H](CSC([2H])([2H])[2H])C(=O)O)C(=O)OC(C)(C)C methyl-N-(t-butoxycarbonyl)-L-valyl-L-phenylalanyl-S-(methyl-d3)-L-cysteine